5-(4-(5-(3-aminophenoxy)-1-benzylpiperidin-3-yl)-1H-pyrazol-1-yl)-3-methoxybenzene-1,2-diol NC=1C=C(OC2CC(CN(C2)CC2=CC=CC=C2)C=2C=NN(C2)C2=CC(=C(C(=C2)O)O)OC)C=CC1